COC(CC1=CC=C(C=C1)I(OC(C)=O)OC(C)=O)=O 2-(4-(diacetoxyiodo)phenyl)acetic acid methyl ester